ClC1=C(C=C(C=C1)N1CCN(CC1)C(CCC(=O)NC(C)C)=O)C=1N=C2N(C=CC=C2)C1C 4-(4-(4-chloro-3-(3-methylimidazo[1,2-a]pyridin-2-yl)phenyl)piperazin-1-yl)-N-isopropyl-4-oxobutanamide